2-{[2-(6-Isopropylpyridin-3-yl)imidazo-[1,2-a]pyridin-3-yl]methyl}-2,5-diazabicyclo-[2.2.2]octan-Dihydrochlorid Cl.Cl.C(C)(C)C1=CC=C(C=N1)C=1N=C2N(C=CC=C2)C1CN1C2CNC(C1)CC2